N1=CC=C2N1CCCN2C=2C=NC=1CCN(CC1C2)C=2C1=C(N=CN2)SC(=C1)C(C)C 4-[3-(6,7-dihydro-5H-pyrazolo[1,5-a]pyrimidin-4-yl)-7,8-dihydro-5H-1,6-naphthyridin-6-yl]-6-isopropyl-thieno[2,3-d]pyrimidine